C(C)C(C(=O)[O-])CCCC.[Sn+4].C(C)C(C(=O)[O-])CCCC.C(C)C(C(=O)[O-])CCCC.C(C)C(C(=O)[O-])CCCC Tin 2-ethylhexanoate salt